OC=1C(C2=CC=CC(=C2C(C1CCCCCCCCCCCC)=O)S)=O 2-hydroxy-3-n-dodecyl-mercapto-1,4-naphthoquinone